C(O)(=O)OC1=CC(O)=CC=C1 (resorcinol) carbonate